(3E)-1-bromo-16,16-diethoxy-3-hexadecene BrCC\C=C\CCCCCCCCCCCC(OCC)OCC